3-(Trifluoromethoxy)benzamide FC(OC=1C=C(C(=O)N)C=CC1)(F)F